C(CC#C)NC(C1=CC=C(C=C1)N[C@@H]1C[C@@H](N(C2=CC=CC=C12)C(CC)=O)C)=O N-(but-3-yn-1-yl)-4-(((2S,4R)-2-methyl-1-propanoyl-1,2,3,4-tetrahydroquinolin-4-yl)amino)benzamide